N,N-dimethyl-N-(2-hydroxyethyl)ammonium DL-glutamate N[C@@H](CCC(=O)[O-])C(=O)[O-].C[NH+](CCO)C.C[NH+](C)CCO |r|